OC1=C(C2=CC=CC(=C2C=C1)O)P(C1=CC=CC=C1)(C1=CC=CC=C1)=O 2,5-dihydroxynaphthyl-(diphenyl)phosphorus oxide